Cl.O[C@]1(CCNCC12CCCC2)CN2C(C[C@H](C2)C2=CC=CC=C2)=O (S)-1-(((S)-10-hydroxy-7-azaspiro[4.5]decan-10-yl)methyl)-4-phenylpyrrolidin-2-one hydrochloride